N4-(5-cyclopropyl-1H-pyrazol-3-yl)-N2-phenylquinazoline-2,4-diamine C1(CC1)C1=CC(=NN1)NC1=NC(=NC2=CC=CC=C12)NC1=CC=CC=C1